(R)-N-((R)-1-(6-chloropyrido[2,3-b]pyrazin-2-yl)-1',3'-dihydrospiro[azetidine-3,2'-indene]-1'-yl)-2-methylpropane-2-sulfinamide ClC=1C=CC=2C(=NC=C(N2)N2CC3([C@@H](C4=CC=CC=C4C3)N[S@](=O)C(C)(C)C)C2)N1